C1(=CC=CC=C1)OC(NC1=CC=C(C=C1)OC[C@@H]1CN([C@H](O1)C(F)(F)F)C1=CC(=C(C=C1)C#N)C(F)(F)F)=O Phenyl-(4-(((2R,5S)-3-(4-cyano-3-(trifluoromethyl)phenyl)-2-(trifluoromethyl)oxazolidin-5-yl)methoxy)phenyl)carbamat